CC1=C(C=CC=C1C)N1CC2CN(CC2C1)C 2-(2,3-dimethylphenyl)-5-methyloctahydropyrrolo[3,4-c]pyrrole